4-CHLORO-7-FLUOROINDOLE-3-CARBOXALDEHYDE ClC1=C2C(=CNC2=C(C=C1)F)C=O